NC1=CC=C(C(C(=O)O)=C1)O 5-Aminosalicylic Acid